O1CCOC12CCC(CC2)C2=C(C=C1C(=NN(C1=C2)C)N2C(NC(CC2)=O)=O)F [6-(1,4-dioxaspiro[4.5]decan-8-yl)-5-fluoro-1-methyl-indazol-3-yl]hexahydropyrimidine-2,4-dione